6-(4-amino-7-bromo-1-methylpyrrolo[3,2-c]pyridin-3-yl)-2-methoxy-N-(2,2,2-trifluoroethyl)pyridine-3-carboxamide NC1=NC=C(C2=C1C(=CN2C)C2=CC=C(C(=N2)OC)C(=O)NCC(F)(F)F)Br